CC1=CC(=CC2=C1N=CS2)C(=O)O 4-methylbenzo[d]thiazole-6-carboxylic acid